OCCCCOC=C 4-hydroxylbutylvinylether